N-(3-((4-Hydroxy-1-(3-phenylbutanoyl)piperidin-4-yl)methyl)-4-oxo-3,4-dihydroquinazolin-7-yl)-3-(4-methylpiperazin-1-yl)propenamide OC1(CCN(CC1)C(CC(C)C1=CC=CC=C1)=O)CN1C=NC2=CC(=CC=C2C1=O)NC(C=CN1CCN(CC1)C)=O